BrC=1C=CC(=NC1[C@H]1NCCC1)NC(=O)C1CC1 (S)-N-(5-bromo-6-(pyrrolidin-2-yl)pyridin-2-yl)cyclopropanecarboxamide